CCC/C=C\1/C2=CC=CC=C2C(=O)O1 N-BUTYLIDENEPHTHALIDE